Cl.S1NC=CC=C1 thiazainine hydrochloride